(S)-quinuclidin-3-yl (5-(3-butoxyphenyl)-6-fluoro-2,2-dimethyl-2,3-dihydro-1H-inden-1-yl)carbamate C(CCC)OC=1C=C(C=CC1)C=1C=C2CC(C(C2=CC1F)NC(O[C@@H]1CN2CCC1CC2)=O)(C)C